BrCC(=O)C1=CC2=CC=C(C=C2C=C1)OC 2-bromo-1-(6-methoxynaphthalene-2-yl)ethanone